COC=1C(=CC2=C(N=C(N=C2N)C)N1)C=1C=NN(C1)C 7-methoxy-2-methyl-6-(1-methyl-1H-pyrazol-4-yl)pyrido[2,3-d]pyrimidine-4-Amine